tert-butyl 4-(hydroxymethyl)-3,5-dimethyl-1H-pyrazole-1-carboxylate OCC=1C(=NN(C1C)C(=O)OC(C)(C)C)C